3-((R)-5-(4,5-Dimethyl-6-(methylamino)pyridin-2-yl)-3-methyl-1-oxoisoindolin-2-yl)piperidin-2,6-dion CC1=CC(=NC(=C1C)NC)C=1C=C2[C@H](N(C(C2=CC1)=O)C1C(NC(CC1)=O)=O)C